n-pentyl 2-bromo-2-methoxyacetate BrC(C(=O)OCCCCC)OC